C(CC)C1(CCCCC1)N Propylcyclohexan-1-amine